O=C1CC(CC2(CC2)C1)C(=O)OC(C)(C)C tert-butyl 7-oxospiro[2.5]octane-5-carboxylate